3-(4-(4-(3-(hydroxymethyl)cyclobutyl)-2-oxopiperazin-1-yl)phenyl)propanoic acid tert-butyl ester C(C)(C)(C)OC(CCC1=CC=C(C=C1)N1C(CN(CC1)C1CC(C1)CO)=O)=O